(5'S,7a'R)-5'-phenyl-1-(2-phenylpyrimidin-4-yl)tetrahydro-3'H-spiro[piperidine-4,2'-pyrrolo[2,1-b][1,3]oxazol]-3'-one C1(=CC=CC=C1)[C@@H]1CC[C@H]2OC3(C(N21)=O)CCN(CC3)C3=NC(=NC=C3)C3=CC=CC=C3